CC1=CC=C2CC[C@]3(CN(CC3)C(=O)OC(C)(C)C)NC2=N1 tert-Butyl (2S)-7-methyl-3,4-dihydro-1H-spiro[1,8-naphthyridine-2,3'-pyrrolidine]-1'-carboxylate